L-glutamat N[C@@H](CCC(=O)[O-])C(=O)[O-]